COC1=CC=C(CNC(=O)NC2CC3(CN(C3)C(C3=CC=C(C=C3)C(F)(F)F)=O)C2)C=C1 1-(4-methoxybenzyl)-3-(2-(4-(trifluoromethyl)benzoyl)-2-azaspiro[3.3]hept-6-yl)urea